5-((2-oxo-2,3-dihydro-1H-benzo[d]imidazol-1-yl)methyl)-1H-indazole-3-carbonitrile O=C1NC2=C(N1CC=1C=C3C(=NNC3=CC1)C#N)C=CC=C2